P(=O)([O-])([O-])O.[Na+].[Na+] sodium hydrophosphate